S1C(NC=C1)=O 4-THIAZOLINONE